1,2,3,4-tetrahydroquinoline-1-sulfonyl chloride N1(CCCC2=CC=CC=C12)S(=O)(=O)Cl